(R)-1-(2-((2,2'-dichloro-3'-((2-(trifluoromethyl)pyrido[3,2-d]pyrimidin-4-yl)amino)-[1,1'-biphenyl]-3-yl)carbamoyl)-4,5,6,7-tetrahydropyrazolo[1,5-a]pyridin-4-yl)azetidine ClC1=C(C=CC=C1NC(=O)C1=NN2C([C@@H](CCC2)N2CCC2)=C1)C1=C(C(=CC=C1)NC=1C2=C(N=C(N1)C(F)(F)F)C=CC=N2)Cl